adamantanediethanol C12(C(C3CC(CC(C1)C3)C2)CCO)CCO